COC1=CC=C(C=C1)C(OC[C@@]1(CN(C[C@@H](O1)N1C(NC(C=C1)=O)=O)C(C)C)COP(CC(C#N)=O)N(C(C)C)C(C)C)(C1=CC=CC=C1)C1=CC=C(C=C1)OC 3-[[(2S,6R)-2-[[bis(4-methoxyphenyl)-phenyl-methoxy]methyl]-6-(2,4-dioxopyrimidin-1-yl)-4-isopropyl-morpholin-2-yl]methoxy-(diisopropylamino)phosphanyl]oxopropanenitrile